C(C(C)C)C1=NC2=C(N1)C=C(C=C2)N2CCN(CC2)C2=CC=C(C=C2)C=2C=CC(=NC2)CC(CN2N=NN=C2)O (5-(4-(4-(2-isobutyl-1H-benzo[d]imidazol-6-yl)piperazin-1-yl)phenyl)pyridin-2-yl)-3-(1H-tetrazol-1-yl)propan-2-ol